C1(=NC=CC2=CC=CC=C12)B(O)O Isoquinolineboronic acid